CCCCCCCCCCCCCCCCOC[C@H](COP(=O)([O-])OCC[N+](C)(C)C)OC(=O)CCC/C=C\\C/C=C\\C/C=C\\C/C=C\\C/C=C\\CC The molecule is a phosphatidylcholine O-36:5 in which the alkyl and acyl groups specified at positions 1 and 2 are hexadecyl and (5Z,8Z,11Z,14Z,17Z)-eicosapentaenoyl respectively. It is a phosphatidylcholine O-36:5 and a 2-acyl-1-alkyl-sn-glycero-3-phosphocholine. It derives from an all-cis-5,8,11,14,17-icosapentaenoic acid.